(5-(2-(2-aminopyridin-3-yl)-5-(1H-pyrazol-1-yl)-3H-imidazo[4,5-b]pyridin-3-yl)-2,3-dihydro-1H-inden-1-yl)methanol NC1=NC=CC=C1C1=NC=2C(=NC(=CC2)N2N=CC=C2)N1C=1C=C2CCC(C2=CC1)CO